tert-butyl ((((9aR,10S)-10-((R)-(2,3-difluorophenyl) (4-fluorophenyl)methyl)-3,5-dioxo-3,5,8,9,9a,10-hexahydro-7H-pyrrolo[1',2':4,5]pyrazino[1,2-b]pyridazin-4-yl) oxy)methyl) carbonate C(OC(C)(C)C)(OCOC1=C2N(N=CC1=O)[C@H]([C@@H]1N(C2=O)CCC1)[C@H](C1=CC=C(C=C1)F)C1=C(C(=CC=C1)F)F)=O